(1R,4R)-4-[2-[1-(2,6-dioxopiperidin-3-yl)-3-methyl-2-oxo-1,3-benzodiazol-5-yl]ethyl]cyclohexane-1-carboxylic acid O=C1NC(CCC1N1C(N(C2=C1C=CC(=C2)CCC2CCC(CC2)C(=O)O)C)=O)=O